3-[1-[4-(2,6-dibenzyloxy-3-pyridyl)phenyl]-4-piperidyl]propan-1-ol C(C1=CC=CC=C1)OC1=NC(=CC=C1C1=CC=C(C=C1)N1CCC(CC1)CCCO)OCC1=CC=CC=C1